C(CCCCCCCC)C(C(=O)O)CCCCCC nonyloctanoic acid